Digold oxide O.[Au].[Au]